(S)-TERT-BUTYL 6'-CHLORO-5-(((1R,2R)-2-((R)-1-HYDROXYBUT-3-EN-1-YL)-2-METHYLCYCLOBUTYL)METHYL)-3',4,4',5-TETRAHYDRO-2H,2'H-SPIRO[BENZO[B][1,4]OXAZEPINE-3,1'-NAPHTHALENE]-7-CARBOXYLATE ClC=1C=C2CCC[C@]3(C2=CC1)CN(C1=C(OC3)C=CC(=C1)C(=O)OC(C)(C)C)C[C@H]1[C@](CC1)(C)[C@@H](CC=C)O